C1(CC1)COC1=C(C#N)C=C(C=C1)F 2-(cyclopropylmethoxy)-5-fluorobenzonitrile